S(=O)(=O)([O-])CS(=O)(=O)[O-].S(=O)(=O)([O-])CS(=O)(=O)[O-].[Zn+2].[Zn+2] zinc bismethionate